C(C)(=O)OC1=C(C=C(C=C1)C1=C(C=C(C=C1)F)F)C(=O)O 4-acetoxy-2',4'-difluoro-[1,1'-biphenyl]-3-carboxylic acid